C1(=CC=CC=C1)C1=NN=C(S1)CN1C(C(N(C=C1)[C@@H]1C[C@@H](C1)C1=CC=CC=C1)=O)=O 1-((5-phenyl-1,3,4-thiadiazol-2-yl)methyl)-4-((cis)-3-phenylcyclobutyl)-1,4-dihydropyrazine-2,3-dione